bis-(3-methyl-4-hydroxyphenyl)propane CC=1C=C(C=CC1O)C(C)(C)C1=CC(=C(C=C1)O)C